C(C)(C)C1=CN=C(C2=C1N=C(N=C2)SC)N(C(OC(C)(C)C)=O)C tert-butyl (8-isopropyl-2-(methylthio)pyrido[4,3-d]pyrimidin-5-yl)(methyl)carbamate